N-[[(2R,5S)-3-oxo-2-(4-phenoxyphenyl)-1,4-thiazepan-5-yl]methyl]morpholine-4-sulfonamide O=C1[C@H](SCC[C@H](N1)CNS(=O)(=O)N1CCOCC1)C1=CC=C(C=C1)OC1=CC=CC=C1